tert-butyl cis-2-(2-bromo-6-chloropyridin-4-yl)-3-methylmorpholine-4-carboxylate BrC1=NC(=CC(=C1)[C@@H]1[C@@H](N(CCO1)C(=O)OC(C)(C)C)C)Cl